BrC=1C=C(C=CC1)C1=CC(=CC(=C1)Cl)Cl 3'-bromo-3,5-dichloro-1,1'-biphenyl